10-[[3-[1-(1-adamantylmethyl)-5-methyl-pyrazol-4-yl]-6-[8-(1,3-benzothiazol-2-ylcarbamoyl)-3,4-dihydro-1H-isoquinolin-2-yl]pyridine-2-carbonyl]amino]decanoic acid C12(CC3CC(CC(C1)C3)C2)CN2N=CC(=C2C)C=2C(=NC(=CC2)N2CC3=C(C=CC=C3CC2)C(NC=2SC3=C(N2)C=CC=C3)=O)C(=O)NCCCCCCCCCC(=O)O